(S)-N-(4-methoxyphenyl)-N-methyl-2-(2-((3-nitrophenyl)sulfonamido)acetamido)-3-phenylpropanamide COC1=CC=C(C=C1)N(C([C@H](CC1=CC=CC=C1)NC(CNS(=O)(=O)C1=CC(=CC=C1)[N+](=O)[O-])=O)=O)C